(5aR,6S,7R,8R,8aS)-3-chloro-5a-(4-fluorophenyl)-8,8a-dihydroxy-N,N-dimethyl-6-phenyl-5a,7,8,8a-tetrahydro-6H-cyclopenta[4,5]furo[3,2-b]pyridine-7-carboxamide ClC=1C=C2C(=NC1)[C@]1([C@@](O2)([C@@H]([C@H]([C@H]1O)C(=O)N(C)C)C1=CC=CC=C1)C1=CC=C(C=C1)F)O